BrC=1C=CC(=C(OC[C@H]2N(CC(C2)(F)F)C(=O)OC(C)(C)C)C1)C(=O)OC tert-butyl (S)-2-((5-bromo-2-(methoxycarbonyl)phenoxy)methyl)-4,4-difluoropyrrolidine-1-carboxylate